4-(2-((7-(8-ethyl-7-fluoro-3-hydroxynaphthalen-1-yl)-8-fluoro-2-(((2R,7aS)-2-fluorohexahydro-1H-pyrrolizin-7a-yl)methoxy)pyrido[4,3-d]pyrimidin-4-yl)amino)ethyl)imidazolidin-2-one C(C)C=1C(=CC=C2C=C(C=C(C12)C1=C(C=2N=C(N=C(C2C=N1)NCCC1NC(NC1)=O)OC[C@]12CCCN2C[C@@H](C1)F)F)O)F